(R)-4-(2-(benzyl(cyclobutyl)amino)-7-(4-bromo-3-(trifluoromethyl)benzoyl)-6-methyl-4-oxo-5,6,7,8-tetrahydropyrido[3,4-d]pyrimidin-3(4H)-yl)-N-methylbenzamide C(C1=CC=CC=C1)N(C=1N(C(C2=C(N1)CN([C@@H](C2)C)C(C2=CC(=C(C=C2)Br)C(F)(F)F)=O)=O)C2=CC=C(C(=O)NC)C=C2)C2CCC2